Br.C(C)(=O)N1CCN(CC1)COCC1=NN(C=C1)C1=CC(=C(C=C1)F)F 1-acetyl-4-({[1-(3,4-difluorophenyl)-1H-pyrazol-3-yl]methoxy}methyl)piperazine hydrobromide